C(C)(C)(C)OC(=O)N1C[C@@H](CC1)N1C(=CC(C2=CC(=CC=C12)F)=C=O)C(=O)O (R)-1-(1-(tert-Butyloxycarbonyl)pyrrolidin-3-yl)-6-fluoro-4-carbonyl-1,4-dihydroquinoline-2-carboxylic acid